4-(Cyclohexylamino)-N-methyl-3-(2-(pyrrolidin-3-yl)-2H-tetrazol-5-yl)benzenesulfonamide C1(CCCCC1)NC1=C(C=C(C=C1)S(=O)(=O)NC)C=1N=NN(N1)C1CNCC1